CO[C@@H]1C[C@H](C1)N trans-3-methoxycyclobutan-1-amine